6-Chloro-2-(ethylsulfanyl)-4-methyl-3-nitropyridine ClC1=CC(=C(C(=N1)SCC)[N+](=O)[O-])C